(1R,5R)-2-{4-[(3-methyl-4-{[1,2,4]triazolo[1,5-a]pyridin-7-yloxy}phenyl)amino]quinazolin-6-yl}-4-methylidene-2-azabicyclo[3.1.0]hexan-3-one CC=1C=C(C=CC1OC1=CC=2N(C=C1)N=CN2)NC2=NC=NC1=CC=C(C=C21)N2[C@@H]1C[C@@H]1C(C2=O)=C